((2R,3S,5R)-5-(4-amino-2-oxopyrimidin-1(2H)-yl)-2-ethyl-3-hydroxytetrahydrofuran-2-yl)methyl tetrahydrogen triphosphate O(P(O)(=O)OP(=O)(O)OP(=O)(O)O)C[C@]1(O[C@H](C[C@@H]1O)N1C(N=C(C=C1)N)=O)CC